3-[6-(3-cyano-5-methyl-pyrazol-1-yl)-5-(1-hydroxyethyl)-2-pyridyl]-6-[(6-methylpyridazin-3-yl)amino]benzimidazol-5-yl-oxypyrrolidine-1-carboxylic acid tert-butyl ester C(C)(C)(C)OC(=O)N1C(CCC1)OC1=CC2=C(N=CN2C2=NC(=C(C=C2)C(C)O)N2N=C(C=C2C)C#N)C=C1NC=1N=NC(=CC1)C